3-(3-(4-(1-aminocyclopropyl)phenyl)-5-methyl-3H-imidazo[4,5-b]pyridin-2-yl)pyridin-2-amine NC1(CC1)C1=CC=C(C=C1)N1C(=NC=2C1=NC(=CC2)C)C=2C(=NC=CC2)N